2-hydroxy-4-octyloxyacetophenone OC(C)CC(CCCC)OCC(=O)C1=CC=CC=C1